C1(CC1)N1N=NC2=C1C=CC(=C2)C2=NC(=NO2)C2=CC=C(C=C2)OC2=CC=CC=C2 1-cyclopropyl-5-[3-(4-phenoxyphenyl)-1,2,4-oxadiazol-5-yl]-1H-1,2,3-benzotriazole